(5S)-2-methyl-5-prop-1-en-2-ylcyclohex-2-en-1-one CC=1C(C[C@H](CC1)C(=C)C)=O